C(#N)N1[C@H](C[C@H](C1)OC)C(=O)N(C1=CC=C(C=C1)S(F)(F)(F)(F)F)C(C(=O)N1CCCC2(COC2)C1)C=1C=NC=CC1 (2R,4R)-1-Cyano-4-methoxy-N-[2-(2-oxa-8-azaspiro[3.5]nonan-8-yl)-2-oxo-1-(3-pyridyl)ethyl]-N-[4-(pentafluoro-λ6-sulfanyl)phenyl]pyrrolidine-2-carboxamide